ClC1=CC(=C(COC2=CC=CC(=N2)C2=CC(N(C=C2)CC2=NC3=C(N2CC2OCC2)C=C(C=C3)C(=O)O)=O)C=C1)F 2-((6-((4-chloro-2-fluorobenzyl)oxy)-2'-oxo-[2,4'-bipyridine]-1'(2'H)-yl)methyl)-1-(oxetan-2-ylmethyl)-1H-benzo[d]imidazole-6-carboxylic acid